methyl 3-[2-(3-tert-butylphenyl)-1H-indol-5-yl]bicyclo[1.1.1]pentane-1-carboxylate C(C)(C)(C)C=1C=C(C=CC1)C=1NC2=CC=C(C=C2C1)C12CC(C1)(C2)C(=O)OC